C1=CC=CC=2C3=CC=CC=C3C(C12)COC(=O)N[C@H](C(=O)NC=1C=C(N(C1)C)C(=O)NC=1N=C(N(C1)C)C(=O)OCC)CCN ethyl (S)-4-(4-(2-((((9H-fluoren-9-yl)methoxy) carbonyl)amino)-4-aminobutanamido)-1-methyl-1H-pyrrole-2-carboxamido)-1-methyl-1H-imidazole-2-carboxylate